(R)-(1-(4-fluorophenyl)-6-((1-methyl-1H-pyrazol-4-yl)sulfonyl)-4,4a,5,6,7,8-hexahydro-1H-pyrazolo[3,4-g]isoquinolin-4a-yl)(4-(trifluoromethyl)pyridine-2-yl)methanone FC1=CC=C(C=C1)N1N=CC2=C1C=C1CCN(C[C@]1(C2)C(=O)C2=NC=CC(=C2)C(F)(F)F)S(=O)(=O)C=2C=NN(C2)C